4-(4-Bromothiazol-2-yl)isothiazole BrC=1N=C(SC1)C=1C=NSC1